(1S,2R)-2-({3-[4-(3-{[(1S,2R)-1-Ammonio-2,3-dihydro-1H-inden-2-yl]oxy}prop-1-yn-1-yl)phenyl]prop-2-yn-1-yl}oxy)-2,3-dihydro-1H-inden [NH3+][C@@H]1[C@@H](CC2=CC=CC=C12)OCC#CC1=CC=C(C=C1)C#CCOC1CC2=CC=CC=C2C1